(2S,3S)-3-((4-methoxybenzyl)oxy)-2-methyl-5-(trimethylsilyl)pent-4-yn-1-yl-4-methylbenzenesulfonate COC1=CC=C(CO[C@@H]([C@H](COS(=O)(=O)C2=CC=C(C=C2)C)C)C#C[Si](C)(C)C)C=C1